BrC=1C(=NC=C(C1)C)N1CCC(CCC1)(F)F 1-(3-bromo-5-methyl-2-pyridyl)-4,4-difluoro-azepane